BrC=1C=C(C(N(C1)C)=O)NC1=NC=C(C=C1)OC1CN(C1)C 5-Bromo-1-methyl-3-(5-(1-methylazetidin-3-yloxy)pyridin-2-ylamino)pyridine-2(1H)-one